C(C)(C)(C)OC(=O)N(C(OC(C)(C)C)=O)C1=NC(=CC=C1)CN1C(C=2N(C=3N=C(SC3C2C=N1)C=C)C)=O tert-butyl N-[(tert-butoxy)carbonyl]-N-[6-({4-vinyl-7-methyl-9-oxo-3-thia-5,7,10,11-tetraazatricyclo[6.4.0.0{2,6}]dodeca-1(8),2(6),4,11-tetraen-10-yl}methyl)pyridin-2-yl]carbamate